2-((2-cyclopropyl-4-fluorophenyl)-amino)-4-(trifluoromethyl)-benzoic acid C1(CC1)C1=C(C=CC(=C1)F)NC1=C(C(=O)O)C=CC(=C1)C(F)(F)F